Cl.N[C@H](C)C(=O)OCC ethyl D-alaninate hydrogen chloride